CC=1C(=NOC1C)N(S(=O)(=O)C1=CC=CC=C1)COC N-(4,5-dimethylisoxazol-3-yl)-N-(methoxymethyl)benzenesulfonamide